tert-Butyl ((5-((4-chlorophenyl)sulfonyl)thiophen-2-yl)methyl)carbamate ClC1=CC=C(C=C1)S(=O)(=O)C1=CC=C(S1)CNC(OC(C)(C)C)=O